(R)-N-(6-chloropyridin-3-yl)-6-(2-(1-methyl-1H-pyrazol-4-yl)propoxy)isoquinolin-1-amine ClC1=CC=C(C=N1)NC1=NC=CC2=CC(=CC=C12)OC[C@H](C)C=1C=NN(C1)C